FC=1C=NC=C(C1N1C(N(C=2C=NC=3C=C(C(=CC3C21)C=2N=NN(C2)C)OC)C)=O)C 1-(3-Fluoro-5-methylpyridin-4-yl)-7-methoxy-3-methyl-8-(1-methyl-1H-1,2,3-triazol-4-yl)-1,3-dihydroimidazo[4,5-c]-quinolin-2-one